(2R,4S)-4-Methoxy-1-methyl-2-[(4-nitrophenoxy)methyl]pyrrolidine CO[C@H]1C[C@@H](N(C1)C)COC1=CC=C(C=C1)[N+](=O)[O-]